(2S,3S,4R,5R)-5-(6-(((4-chloropyridin-2-yl)methyl)amino)-2-(5-fluoropyridin-3-yl)-9H-purin-9-yl)-3,4-dihydroxyl-N-methyltetrahydrofuran-2-carbohydrazide ClC1=CC(=NC=C1)CNC1=C2N=CN(C2=NC(=N1)C=1C=NC=C(C1)F)[C@H]1[C@@H]([C@@H]([C@H](O1)C(=O)N(N)C)O)O